N1=C(C=CC=C1)CN1C=C(C2=CC(=CC=C12)C#N)C(=O)NC1=C(C(=O)O)C=CC=C1 2-[1-(pyridin-2-ylmethyl)-5-cyano-1H-indole-3-carboxamido]benzoic acid